tert-Butyl 1-(5-formyl-3-thienyl)-3,4-dihydroisoquinoline-2(1H)-carboxylate C(=O)C1=CC(=CS1)C1N(CCC2=CC=CC=C12)C(=O)OC(C)(C)C